COC1=CC=C(C=C1)N(C(N(C)C1=CC=2OC(C(=CC2S1)C(=O)O)=O)=O)C 2-(3-(4-methoxyphenyl)-1,3-dimethylureido)-5-oxo-5H-thieno[3,2-b]pyran-6-carboxylic acid